4'-(4-(3-(4-(4-(adamantan-1-yl)phenyl)-6-phenyl-1,3,5-triazin-2-yl)phenyl)-6-phenyl-1,3,5-triazin-2-yl)-[1,1'-biphenyl]-4-carbonitrile C12(CC3CC(CC(C1)C3)C2)C2=CC=C(C=C2)C2=NC(=NC(=N2)C2=CC=CC=C2)C=2C=C(C=CC2)C2=NC(=NC(=N2)C2=CC=CC=C2)C2=CC=C(C=C2)C2=CC=C(C=C2)C#N